COC=1C=C(C=C(C1)OC)NC1=CC=C2N=CC(=NC2=C1)C=1C=NN(C1)C1CCN(CC1)CC1CN(C1)C(C=C)=O 1-(3-((4-(4-(7-((3,5-dimethoxyphenyl)amino)quinoxalin-2-yl)-1H-pyrazol-1-yl)piperidin-1-yl)methyl)azetidin-1-yl)prop-2-en-1-one